1-(3-bromo-6-chloropyridin-2-yl)cyclopropane-1-carboxamide BrC=1C(=NC(=CC1)Cl)C1(CC1)C(=O)N